CC(C)[C@@H](C(=O)O)O (S)-(+)-2-HYDROXY-3-METHYLBUTYRIC ACID